(R)-4-(3-oxomorpholin-4-yl)-3-(4-methylphenyl)-N-((R)-1-(3-methyl-1,2,4-oxadiazol-5-yl)ethyl)-4,5-dihydro-1H-pyrazol-1-carboxamide O=C1N(CCOC1)[C@H]1C(=NN(C1)C(=O)N[C@H](C)C1=NC(=NO1)C)C1=CC=C(C=C1)C